CC1=NC2=CC3=C(C=C2C(=N1)N[C@H](C)C1=C(C(=CC=C1)C(F)(F)F)C)OCC1(CO3)CC1 (R)-2'-Methyl-N-(1-(2-methyl-3-(trifluoromethyl)phenyl)ethyl)-7'H,9'H-spiro[cyclopropane-1,8'-[1,4]dioxepino[2,3-g]quinazolin]-4'-amine